NC=1C=C2CN(C(C2=CC1N1[C@H]2CO[C@@H](C1)C2)=O)C2CCC(CC2)CO 5-Amino-2-[4-(hydroxymethyl)cyclohexyl]-6-[(1R,4R)-2-oxa-5-azabicyclo[2.2.1]heptan-5-yl]isoindolin-1-one